3-(8'Z,11'Z-heptadecadienyl)-phenol C(=CC=CCCCCCCCCCCCCC)C=1C=C(C=CC1)O